FC(CC)(CC)F 3,3-Difluoropentane